BrC=1C=C(C=NC1)CN1[C@H](COCC1)C(=O)N[C@@H](C)C1=CC=C(C(=O)OC)C=C1 methyl 4-[(1S)-1-[[(3R)-4-[(5-bromo-3-pyridyl)methyl]morpholine-3-carbonyl]amino]ethyl]benzoate